CC(C(=O)N)(CCCCCCCC)C DIMETHYLCAPRINAMIDE